N-(5-(cyclopropylethynyl)-2-methylphenyl)-2-((5,5-dimethyl-1,3-dioxan-2-yl)methyl)-2H-1,2,3-triazol-4-amine C1(CC1)C#CC=1C=CC(=C(C1)NC1=NN(N=C1)CC1OCC(CO1)(C)C)C